C(C1=CC=CC=C1)(=C1C(NC(C(N1)=O)=C([2H])C=1N=CNC1C(C)(C)C)=O)[2H] 3-(benzylidene-d)-6-((5-(tert-butyl)-1H-imidazol-4-yl)methylene-d)piperazine-2,5-dione